3-(4-(4-(3-chloropropyl)piperazin-1-yl)phenyl)piperidine-2,6-dione ClCCCN1CCN(CC1)C1=CC=C(C=C1)C1C(NC(CC1)=O)=O